[Si](C)(C)(C(C)(C)C)OC1C(CCC1)NC1=NC(=NC=C1C=O)SC 4-((2-((tert-butyldimethylsilyl)oxy)cyclopentyl)amino)-2-(methylthio)pyrimidine-5-carbaldehyde